NC1=NC=NN2C1=C(C=C2C2CCN(CC2)C(C(C)C)=O)C2=CC=C(C=C2)NC(=O)C=2C(C(=C(N(C2)C2CC2)C)C2=NC=CC=C2)=O N-(4-(4-Amino-7-(1-isobutyrylpiperidin-4-yl)pyrrolo[2,1-f][1,2,4]triazin-5-yl)phenyl)-1'-cyclopropyl-2'-methyl-4'-oxo-1',4'-dihydro-[2,3'-bipyridine]-5'-carboxamide